4-methyl-pyridazine-3-carboxylic acid CC1=C(N=NC=C1)C(=O)O